ethyl 4,5,6,7-tetrahydro-1-(4-methoxyphenyl)-7-oxo-6-[4-(2-oxo-1-piperidyl) phenyl]-1H-pyrazolo[3,4-c]pyridine-3-carboxylate COC1=CC=C(C=C1)N1N=C(C2=C1C(N(CC2)C2=CC=C(C=C2)N2C(CCCC2)=O)=O)C(=O)OCC